1-(benzoyloxy)-1H-1,2,3-benzotriazole C(C1=CC=CC=C1)(=O)ON1N=NC2=C1C=CC=C2